(1S,5S)-6,6-dimethyl-2-methylene-bicyclo[3.1.1]heptane CC1([C@H]2CCC([C@@H]1C2)=C)C